6-(1H-benzo[d]imidazol-6-yl)-8-(4-(difluoromethoxy)phenyl)-2-ethoxypyrido[2,3-d]pyrimidin-7(8H)-one N1C=NC2=C1C=C(C=C2)C2=CC1=C(N=C(N=C1)OCC)N(C2=O)C2=CC=C(C=C2)OC(F)F